O=C([C@H](O)[C@@H](O)[C@@H](O)[C@H](O)C)O D-Fuconic Acid